methyl 2-(3-bromo-5-fluorophenyl)propanoate BrC=1C=C(C=C(C1)F)C(C(=O)OC)C